FC1=CC=C(OC(C(=O)N2CCN(CC2)S(=O)(=O)C2=CC=C(C(=O)O)C=C2)(C)C)C=C1 4-((4-(2-(4-fluorophenoxy)-2-methylpropanoyl)piperazin-1-yl)sulfonyl)benzoic acid